C(CCC)C(CCCOC(CCCCCCN(CC(CCCCC(=O)OCCCC(CCCCCC)CCCC)O)CCCCCO)=O)CCCCCC 4-butyldecyl 7-((7-((4-butyldecyl)oxy)-7-oxoheptyl)(5-hydroxypentyl)amino)-6-hydroxyheptanoate